(2-methoxy-3-(8,9,10,11-tetrahydro-3H-pyrazolo[4,3-a]phenanthridin-7-yl)phenyl)boronic acid COC1=C(C=CC=C1C1=NC2=CC=C3C(=C2C=2CCCCC12)C=NN3)B(O)O